C(C)C=1C=C(C(=C(CN(CCN(C)CC2=C(C(=CC(=C2)CC)OC)OCCCCCCCC)C)C1)OCCCCCCCC)OC N,N'-Bis(5-ethyl-3-methoxy-2-octyloxybenzyl)-N,N'-dimethylethan-1,2-diamin